2-(2-(2-(4-(vinylsulfonyl)phenoxy)ethoxy)ethoxy)ethyl-4-methylbenzenesulfonate C(=C)S(=O)(=O)C1=CC=C(OCCOCCOCCOS(=O)(=O)C2=CC=C(C=C2)C)C=C1